O1C=CC=2C1=C1C3(NC(NC1=CC2)=O)CCCCC3 7',8'-dihydro-6'H-spiro[cyclohexane-1,9'-furo[2,3-f]quinazoline]-7'-one